(4-methoxybenzyl)-1-(7-(1,2,3,6-tetrahydropyridin-4-yl)imidazo[1,2-a]pyridin-3-yl)dihydropyrimidine-2,4(1H,3H)-dione COC1=CC=C(CN2C(N(CCC2=O)C2=CN=C3N2C=CC(=C3)C=3CCNCC3)=O)C=C1